undecyl-tris-(2-ethoxyethoxy)silane C(CCCCCCCCCC)[Si](OCCOCC)(OCCOCC)OCCOCC